CC(CCC(=O)O)(CCC=C)C 4,4-dimethyl-7-octenoic acid